5,5'-oxybis(N-(2-ethylhexyl)-2-formyl-pyridin-4-one) O(C=1C(C=C(N(C1)CC(CCCC)CC)C=O)=O)C=1C(C=C(N(C1)CC(CCCC)CC)C=O)=O